(2Z)-2-[(E)-3-[3-(5-carboxypentyl)-1,1-dimethyl-6,8-disulfobenzo[e]indol-3-ium-2-yl]prop-2-enylidene]-3-ethyl-1,1-dimethyl-8-(trioxidanylsulfanyl)benzo[e]indole-6-sulfonate C(=O)(O)CCCCC[N+]1=C(C(C=2C3=C(C=CC12)C(=CC(=C3)S(=O)(=O)O)S(=O)(=O)O)(C)C)/C=C/C=C/3\N(C=1C=CC2=C(C1C3(C)C)C=C(C=C2S(=O)(=O)[O-])SOOO)CC